NC1=NC(=C2C(=N1)N(N=C2)CC2=CC(=C(C=C2)[N+](=O)[O-])C)C=2C(=C(C#N)C=CC2)F 3-[6-amino-1-[(3-methyl-4-nitro-phenyl)methyl]pyrazolo[3,4-d]pyrimidine-4-yl]-2-fluoro-benzonitrile